C(C)SC=1OC2=C(C=C(C=C2C(C1C)=O)F)C(C)NC1=C(C(=O)OC(C)(C)C)C=CC=C1 tert-Butyl 2-[1-(2-ethylsulfanyl-6-fluoro-3-methyl-4-oxo-chromen-8-yl)ethylamino]benzoate